FS(=O)(=O)S(=O)S(=O)(=O)F bis(fluorosulfonyl) sulfoxide